3-chloro-5-isopropyl-7-methyl-imidazo[4,5-c]pyridazin-6-one ClC1=CC2=C(N=N1)N(C(N2C(C)C)=O)C